N1(CCNCC1)C(=O)C=1C=NC2=CC=C(C=C2C1NC1=C(C(=O)O)C=CC=C1)OC(F)(F)F 2-[[3-(piperazine-1-carbonyl)-6-(trifluoromethoxy)-4-quinolinyl]amino]benzoic acid